COC1=CC=C(C=C1)C[C@H](C=O)C |r| (+/-)-3-(4-methoxyphenyl)-2-methylpropanal